2-(1H-pyrazol-4-yl)acetic acid hydrochloride Cl.N1N=CC(=C1)CC(=O)O